C(C)(C)(C)OC(=O)N1CCC2(CC1)C(C=1C(=NC=CC1)C2)=C=O.NCCSCC[Si](OCC)(OCC)OCC 2-(2-aminoethyl)thioethyltriethoxysilane Tert-butyl-5-carbonyl-5,7-dihydrospiro[cyclopenta[b]pyridine-6,4'-piperidine]-1'-carboxylate